NC1=C2N=CN(C2=NC=N1)C[C@@H](C)OCP(OCCOCCCCCCCCCCCCC#C[Si](C)(C)C(C)(C)C)(O)=O 2-((14-(tert-butyldimethylsilyl)tetradec-13-yn-1-yl)oxy)ethyl hydrogen ((((R)-1-(6-amino-9H-purin-9-yl)propan-2-yl)oxy)methyl)phosphonate